5-{[5-(3,4-Difluorophenyl)-6-methoxypyridin-3-yl]methyl}pyrimidin FC=1C=C(C=CC1F)C=1C=C(C=NC1OC)CC=1C=NC=NC1